C1(=CC=C(C=C1)CN1C=CC2=C(C=CC(=C12)C(=O)NC1CC2(CCC2)C1)F)C1=CC=CC=C1 6-(1-([1,1'-Biphenyl]-4-ylmethyl)-4-fluoro-1H-indol-7-carboxamido)spiro[3.3]heptan